2-[1-(4-bromo-2,6-difluoro-phenyl)azetidin-3-yl]Acetic acid ethyl ester C(C)OC(CC1CN(C1)C1=C(C=C(C=C1F)Br)F)=O